CN1N=C(C2=C1CN(C2)C2CCOCC2)C(=O)OCC ethyl 1-methyl-5-(tetrahydro-2H-pyran-4-yl)-1,4,5,6-tetrahydropyrrolo[3,4-c]pyrazole-3-carboxylate